C1(CC1)C=1C=C2C(=NC=NC2=CC1C1=CC=CC=C1)N1CCN(CC1)C(C=C)=O 1-(4-(6-cyclopropyl-7-phenyl-quinazolin-4-yl)piperazin-1-yl)prop-2-en-1-one